(1-(6-chloro-1-(pyridin-3-yl)-1H-indazol-3-yl)ethyl)-3-(3-fluoro-4-methoxyphenyl)-1H-pyrazolo[3,4-d]pyrimidin-4-amine ClC1=CC=C2C(=NN(C2=C1)C=1C=NC=CC1)C(C)N1N=C(C=2C1=NC=NC2N)C2=CC(=C(C=C2)OC)F